OCC1=CC(=C(C=C1)NC1=C2C(=NC(=C1)NC(=O)C1CC1)NN(C2=O)C)OC N-(4-((4-(hydroxymethyl)-2-methoxyphenyl)amino)-2-methyl-3-oxo-2,3-dihydro-1H-pyrazolo[3,4-b]pyridin-6-yl)cyclopropanecarboxamide